2-{4-[(azetidin-3-yl)amino]phthalazin-1-yl}-5-(trifluoromethyl)phenol N1CC(C1)NC1=NN=C(C2=CC=CC=C12)C1=C(C=C(C=C1)C(F)(F)F)O